CC1=C(C=CC=C1)CCC(=O)NC1=CC=C(C=C1)N1C2=C(NCC=C1)C1=CC=CC=C1C=C2 5-[4-[3-(2-methylphenyl)propionylamino]phenyl]-1H-naphtho[1,2-b][1,4]diazepine